(R)-6-(7-isopropoxylimidazo[1,2-a]pyridin-3-yl)-N-(piperidin-3-yl)pyrazin-2-amine O(C(C)C)C1=CC=2N(C=C1)C(=CN2)C2=CN=CC(=N2)N[C@H]2CNCCC2